C1(CC1)[C@@H]1[C@@H](N1C)C(=O)OCC1=CC=CC=C1 Benzyl (2R,3R)-3-Cyclopropyl-1-Methylaziridine-2-Carboxylate